N-hexacosane CCCCCCCCCCCCCCCCCCCCCCCCCC